(Z)-5-benzyl-3-phenylthiazolidine C(C1=CC=CC=C1)C1CN(CS1)C1=CC=CC=C1